(S)-8'-(difluoromethoxy)-9-fluoro-6'-(trifluoromethyl)-3,4-dihydro-2h,3'h-spiro[benzo[b]oxepin-5,2'-imidazo[1,2-a]pyridine] FC(OC=1C=2N(C=C(C1)C(F)(F)F)C[C@@]1(N2)C2=C(OCCC1)C(=CC=C2)F)F